N1=C(N=CC=C1)N1N=CN=C1C(C)O 1-(2-pyrimidin-2-yl-1,2,4-triazol-3-yl)ethanol